3-acetyl-5-methyl-7-hydroxy-8-(piperidinyl)methylcoumarin C(C)(=O)C=1C(OC2=C(C(=CC(=C2C1)C)O)CN1CCCCC1)=O